F[C@@H]1[C@H](C1)C(=O)N[C@@H](C1=CC=NN1)C1=CC(=C(C=C1)C(C)C)F (1R,2S)-2-fluoro-N-((R)-(3-fluoro-4-isopropylphenyl)(1H-pyrazol-5-yl)methyl)cyclopropane-1-carboxamide